[4-[(E)-3-(2-Hydroxy-4,6-dimethoxyphenyl)-3-oxoprop-1-enyl]phenyl] nitrate [N+](=O)(OC1=CC=C(C=C1)\C=C\C(=O)C1=C(C=C(C=C1OC)OC)O)[O-]